N-(5-Chloro-3-methyl-1H-pyrazol-4-yl)-5-fluoro-6-[3-(fluoromethyl)-5-oxo-4-propyl-1,2,4-triazol-1-yl]-2-[(1S)-2,2,2-trifluoro-1-methyl-ethoxy]pyridine-3-carboxamide ClC1=C(C(=NN1)C)NC(=O)C=1C(=NC(=C(C1)F)N1N=C(N(C1=O)CCC)CF)O[C@H](C(F)(F)F)C